2-pyridylphenyl-(2-carboxypyridyl)iridium(III) N1=C(C=CC=C1)[Ir](C=1C(=NC=CC1)C(=O)O)C1=CC=CC=C1